(R)-1-(m-fluorophenyl)-2-(1-methylcyclobutylamino)-1-ethanol FC=1C=C(C=CC1)[C@H](CNC1(CCC1)C)O